OCCC1=NN(C(C(=C1)C)=O)[C@H](C(=O)OC)CC(C)C (S)-methyl 2-(3-(2-hydroxyethyl)-5-methyl-6-oxopyridazin-1(6H)-yl)-4-methylpentanoate